ClC=1C=C2C(=C(C=NC2=CC1)C=1OC=CN1)NC1=C(C(=O)O)C=CC=C1 2-[(6-chloro-3-oxazol-2-yl-4-quinolinyl)amino]benzoic acid